2-cyclopentyl-3-(2-methoxyethyl)-6-nitroquinazolin-4(3H)-one C1(CCCC1)C1=NC2=CC=C(C=C2C(N1CCOC)=O)[N+](=O)[O-]